CC1(C(CC2=CC=CC=C12)NC=1C=CC(=NC1)[C@@H](C(F)(F)F)N(C(=O)C1CC2(CCN2CCO)C1)C)C N-((1S)-1-(5-((1,1-dimethyl-2,3-dihydro-1H-inden-2-yl)amino)pyridin-2-yl)-2,2,2-trifluoroethyl)-1-(2-hydroxyethyl)-N-methyl-1-azaspiro[3.3]heptane-6-carboxamide